6-Chloro-3-(2,3-dimethylphenyl)-2-(trifluoromethyl)pyridine ClC1=CC=C(C(=N1)C(F)(F)F)C1=C(C(=CC=C1)C)C